N-ethyl-3-fluoro-2-[3-[(trans)-2-[4-(3-pyrrolidin-1-ylpropyl)-2-pyridinyl]vinyl]-1-tetrahydropyran-2-yl-indazol-6-yl]sulfanylbenzamide C(C)NC(C1=C(C(=CC=C1)F)SC1=CC=C2C(=NN(C2=C1)C1OCCCC1)\C=C\C1=NC=CC(=C1)CCCN1CCCC1)=O